FC=1C=C2C=NN(C2=CC1F)C1=CC=C2C(=N1)C(NC2=O)C 2-(5,6-difluoroindazol-1-yl)-7-methyl-6H,7H-pyrrolo[3,4-b]pyridin-5-one